trans-N-(3,3-Difluorocyclobutyl)-3-((5-(1-(2,2-difluoroethyl)-2-methyl-1H-benzo[d]imidazol-6-yl)-4-methoxypyrrolo[2,1-f][1,2,4]triazin-2-yl)amino)-1-methylcyclobutane-1-carboxamide FC1(CC(C1)NC(=O)C1(CC(C1)NC1=NN2C(C(=N1)OC)=C(C=C2)C=2C=CC1=C(N(C(=N1)C)CC(F)F)C2)C)F